1-(3-cyano-4-fluorobenzyl)-7-methyl-5-(1H-pyrrole-2-carbonyl)-4,5,6,7-tetrahydro-1H-pyrazolo[4,3-c]pyridine-3-carboxylic acid C(#N)C=1C=C(CN2N=C(C=3CN(CC(C32)C)C(=O)C=3NC=CC3)C(=O)O)C=CC1F